CC(=C)O 1-methylvinyl alcohol